N-(4-{[6-(5-chloro-2-fluorophenyl)-3-(trifluoromethyl)pyridazin-4-yl]amino}pyridin-2-yl)-3-[4-(2-hydroxyethyl)piperazin-1-yl]propanamide ClC=1C=CC(=C(C1)C1=CC(=C(N=N1)C(F)(F)F)NC1=CC(=NC=C1)NC(CCN1CCN(CC1)CCO)=O)F